C(C)(C)(C)OC(NC[C@H]1CO[C@@H](C1)C(=O)N1[C@H](C2=CC=CC=C2CC1)C1=CC=C(C=C1)F)=O (((3S,5S)-5-((S)-1-(4-fluorophenyl)-1,2,3,4-tetrahydroisoquinoline-2-carbonyl)tetrahydrofuran-3-yl)methyl)carbamic acid tert-butyl ester